OC1=CC=C2CCC(NC2=C1)=O 3,4-dihydro-7-hydroxy-2-quinolinone